5-(chloromethyl)-3-(3-(trifluoromethyl)phenyl)-1,2,4-oxadiazole ClCC1=NC(=NO1)C1=CC(=CC=C1)C(F)(F)F